(trimethylsilylpropyl)hexadecyl-Dimethylammonium chloride [Cl-].C[Si](C)(C)CCC[N+](C)(C)CCCCCCCCCCCCCCCC